CN1C(=CC(=C1)NC(=O)C=1N(C=C(C1)NC(C1=CC=C(C=C1)\C=C\C1=CC=C(C=C1)C(F)(F)F)=O)C)C(=O)NCCN1CCOCC1 (E)-1-methyl-4-(1-methyl-4-(4-(4-(trifluoromethyl)styryl)benzamido)-1H-pyrrole-2-carboxamido)-N-(2-morpholinoethyl)-1H-pyrrole-2-carboxamide